Cl.O=C1N(CCC1)CCCNCC(=O)O 2-{[3-(2-oxopyrrolidin-1-yl)propyl]amino}acetic acid hydrochloride